FC1=C(C=C(C=C1)C1=NC=CC=C1C1=CC=2N(C=C1)N=CC2C(=O)NCCO)C 5-(2-(4-Fluoro-3-methylphenyl)pyridin-3-yl)-N-(2-hydroxyethyl)pyrazolo[1,5-a]pyridine-3-carboxamide